(Z)-5-((1H-pyrrolo[2,3-b]pyridin-3-yl)methylene)-3-isopropyl-2-thioxooxazolidin-4-one N1C=C(C=2C1=NC=CC2)\C=C/2\C(N(C(O2)=S)C(C)C)=O